C(C)(C)(C)NC(=O)C1=NC=C(C=C1)N1C=CC=2C1=NC=C(C2)C(=O)N2CCC(CC2)(F)F N-(tert-butyl)-5-(5-(4,4-difluoropiperidine-1-carbonyl)-1H-pyrrolo[2,3-b]pyridin-1-yl)pyridinecarboxamide